C(C)(C)C1=C(C=CC=C1)C1=CC=CC=C1 isopropyl-[1,1'-biphenyl]